(2S,3R,5R)-3-((E)-(2-(2-hydroxy-3-methylbenzoyl)hydrazono)methyl)-3-methyl-7-oxo-4-thia-1-azabicyclo[3.2.0]heptane-2-carboxylic acid 4,4-dioxide OC1=C(C(=O)N\N=C\[C@]2([C@@H](N3C(C[C@H]3S2(=O)=O)=O)C(=O)O)C)C=CC=C1C